CCCCCCCC(=O)OCCCOC(=O)CCCCCCC PROPANEDIOL DICAPRYLATE